5-{[(2Z)-3-(3,4-dihydroxyphenyl)prop-2-enoyl]oxy}-3,4-dihydroxycyclohex-1-ene-1-carboxylic acid OC=1C=C(C=CC1O)\C=C/C(=O)OC1C(C(C=C(C1)C(=O)O)O)O